(3Z)-1-chloro-12,12-didecyloxy-3-dodecene ClCC\C=C/CCCCCCCC(OCCCCCCCCCC)OCCCCCCCCCC